C(C=C)(=O)OCCNC(=O)NCCOC(C=C)=O N,N'-bis(acryloxyethyl)urea